FC1(CCN(CC1)C1=NC(=CC(=N1)C1=NN=C(O1)C1=C(C=C(C=C1)NS(=O)(=O)[C@@H](CF)CO)N1CCC2(CC2)CC1)C)F (R)-N-(4-(5-(2-(4,4-Difluoropiperidin-1-yl)-6-methylpyrimidin-4-yl)-1,3,4-oxadiazol-2-yl)-3-(6-azaspiro[2.5]octan-6-yl)phenyl)-1-fluoro-3-hydroxypropane-2-sulfonamide